(NE)-N-(cyclopropylmethylene)-2-methyl-propane-2-sulfinamide C1(CC1)\C=N\S(=O)C(C)(C)C